5-acetyl-2-cyclopropyl-6-methyl-4-(7-phenylbenzo[b]thiophen-3-yl)-1,4-dihydropyridine-3-carboxylic acid methyl ester COC(=O)C1=C(NC(=C(C1C=1C2=C(SC1)C(=CC=C2)C2=CC=CC=C2)C(C)=O)C)C2CC2